2-(2,6-dichlorobenzyl)-4-(2-naphthyl)imidazole ClC1=C(CC=2NC=C(N2)C2=CC3=CC=CC=C3C=C2)C(=CC=C1)Cl